CN\\1C2=CC=CC=C2O/C1=C\\C3=CC=[N+](C4=CC=CC=C34)CCC[N+](C)(C)C.[I-].[I-] The molecule is an unsymmetrical C1 cyanine dye having 1,3-benzoxazol-2-yl and quinolinium-4-yl substituents. It has a role as a fluorochrome. It is an organic iodide salt, a cyanine dye and a quaternary ammonium salt. It contains a Yo-Pro-1(2+).